C(#N)C1=CC=C(S1)S(=O)(=O)N([C@H](C(F)(F)F)C1=CC=C(C=C1)F)C (S)-5-cyano-N-methyl-N-(2,2,2-trifluoro-1-(4-fluorophenyl)ethyl)thiophene-2-sulfonamide